2-[[2-[(tert-butoxycarbonylamino)methyl]-4-pyridyl]thio]benzoic acid methyl ester COC(C1=C(C=CC=C1)SC1=CC(=NC=C1)CNC(=O)OC(C)(C)C)=O